alpha-isopropyl-beta-propiolactone C(C)(C)C1C(=O)OC1